CN1N=CC=2C(NCCOC21)=O 1-methyl-6,7-dihydro-5H-pyrazolo[4,3-f][1,4]oxazepin-4-one